BrC1=C2CN(C(C2=CC(=C1)CN1C[C@H](CC1)F)=O)C1=CC(=CC=C1)C1(COC1)CC1=NN=CN1C (S)-4-bromo-6-((3-fluoropyrrolidin-1-yl)methyl)-2-(3-(3-((4-methyl-4H-1,2,4-triazol-3-yl)methyl)oxetan-3-yl)phenyl)isoindolin-1-one